ClC1=CC=C(COC2=CC(=NC3=CC=CC=C23)C(=O)N)C=C1 4-((4-Chlorobenzyl)oxy)quinoline-2-carboxamide